CC1=CC(=NN1)NC1=NC(=NC(=C1)N1CCOCC1)NC1CC2CCC(C1)N2C(=O)OC(C)(C)C Tert-butyl (3-exo)-3-((4-((5-methyl-1H-pyrazol-3-yl) amino)-6-morpholinopyrimidin-2-yl) amino)-8-azabicyclo[3.2.1]octane-8-carboxylate